N-(3-fluoro-4-(6-(4-methoxybenzyl)-5-oxo-4-((5-(piperidin-3-yl)pyridin-2-yl)amino)-5,6-dihydro-1,6-naphthyridin-2-yl)phenyl)cyclohexanecarboxamide FC=1C=C(C=CC1C1=NC=2C=CN(C(C2C(=C1)NC1=NC=C(C=C1)C1CNCCC1)=O)CC1=CC=C(C=C1)OC)NC(=O)C1CCCCC1